FC1(CCN(CC1)C=1C=C(C=CC1C1=CC=NC=C1)NC(C1=C(C=C(C=C1)NS(=O)(=O)CC)N1CCC2(CC2)CC1)=O)F N-(3-(4,4-difluoropiperidin-1-yl)-4-(pyridin-4-yl)phenyl)-4-(ethylsulfonamido)-2-(6-azaspiro[2.5]octan-6-yl)benzamide